(2S,4R)-1-[(2S)-2-(4-cyclopropyltriazol-1-yl)-3,3-dimethyl-butanoyl]-4-hydroxy-N-[2-(5-isopropyl-2-methyl-1,2,4-triazol-3-yl)ethyl]pyrrolidine-2-carboxamide C1(CC1)C=1N=NN(C1)[C@H](C(=O)N1[C@@H](C[C@H](C1)O)C(=O)NCCC=1N(N=C(N1)C(C)C)C)C(C)(C)C